C(C1=CC=CC=C1)(=O)N1CCN(CC1)C1=NC2=C(C=C(C=C2C(N1C)=O)C)[C@H](C)NC=1C(=NC(=CC1)Cl)C(=O)O (S)-3-((1-(2-(4-Benzoylpiperazin-1-yl)-3,6-dimethyl-4-oxo-3,4-dihydroquinazolin-8-yl)ethyl)amino)-6-chloropicolinic acid